FC=1C=C(C=CC1F)NC(N([C@@H]1C=2C3=C(C(NC2CCC1)=O)COCC3)C)=O (S)-3-(3,4-difluorophenyl)-1-methyl-1-(5-oxo-1,4,5,6,7,8,9,10-octahydro-2H-pyrano[3,4-c]quinolin-10-yl)urea